O=P(C1=C(C=CC=C1)OC1=C(C=CC=C1)P(=O)(C1=CC=CC=C1)C1=CC=CC=C1)(C1=CC=CC=C1)C1=CC=CC=C1 [2-((oxo) diphenylphosphino)phenyl] ether